3-[2-(2-chloro-4-heptylmethoxybenzoyl)-1,2,3,4-tetrahydroisoquinolin-5-yl]-3-(7-methoxy-1-methyl-1H-benzo[d][1,2,3]triazol-5-yl)propionic acid ClC1=C(C(=O)N2CC3=CC=CC(=C3CC2)C(CC(=O)O)C2=CC3=C(N(N=N3)C)C(=C2)OC)C=CC(=C1)OCCCCCCCC